C1(CC1)N1C(=NN=C1)C1=C(C=CC(=C1)F)C1=CC=C2CN(C(C2=C1)=O)C1=NC(=CC(=C1)CNCC1CC1)C 6-(2-(4-Cyclopropyl-4H-1,2,4-triazol-3-yl)-4-fluorophenyl)-2-(4-(((cyclopropyl-methyl)amino)methyl)-6-methylpyridin-2-yl)isoindolin-1-one